2-(alpha,beta-dihydroxyethyl)-p-phenylenediamine OC(CO)C1=C(C=CC(=C1)N)N